N-[3-[(5-bromo-1-[[2-(trimethylsilyl)ethoxy]methyl]-1H-pyrrolo[2,3-b]pyridin-6-yl)oxy]butyl]-4-methylbenzene-1-sulfonamide BrC=1C=C2C(=NC1OC(CCNS(=O)(=O)C1=CC=C(C=C1)C)C)N(C=C2)COCC[Si](C)(C)C